O=C1NC(CCC1N1C(C2=CC=CC(=C2C1=O)OCCCCCCC(=O)NCC1=CC=C(C=C1)C=1N=NC(=NN1)C)=O)=O 7-{[2-(2,6-dioxopiperidin-3-yl)-1,3-dioxo-2,3-dihydro-1H-isoindol-4-yl]oxy}-N-{[4-(6-methyl-1,2,4,5-tetrazin-3-yl)phenyl]methyl}heptanamide